(R)-2-(5-((4-((1-(3-cyano-2-methylphenyl)ethyl)amino)-2-methylquinazolin-6-yl)(methyl)Amino)-2-methoxypyridin-3-yl)-N,N-dimethylacetamide C(#N)C=1C(=C(C=CC1)[C@@H](C)NC1=NC(=NC2=CC=C(C=C12)N(C=1C=C(C(=NC1)OC)CC(=O)N(C)C)C)C)C